4-(4-((3-hydroxy-1-methoxy-1-oxopropan-2-yl)carbamoyl)thiazol-2-yl)piperazine-1-carboxylate OCC(C(=O)OC)NC(=O)C=1N=C(SC1)N1CCN(CC1)C(=O)[O-]